1-[1-(benzenesulfonyl)-1H-indol-5-yl]-N-[(3,5-difluorophenyl)methyl]-2-oxopyrrolidine-3-carboxamide C1(=CC=CC=C1)S(=O)(=O)N1C=CC2=CC(=CC=C12)N1C(C(CC1)C(=O)NCC1=CC(=CC(=C1)F)F)=O